CCCCCC=C Heptene